C1(=CC=CC=C1)P(C1=C(C2=CC=CC=C2C=C1)C1=C(C=CC2=CC=CC=C12)P(C1=CC=CC=C1)C1=CC=CC=C1)C1=CC=CC=C1 (±)-2,2'-bis-(diphenylphosphino)-1,1'-binaphthalene